CC1=CC=C(C=C1)S(=O)(=O)O.N[C@@H](C#N)C (R)-2-aminopropionitrile 4-methylbenzenesulfonate